6-(2-chloro-4-fluoro-phenoxy)-2-azaspiro[3.3]heptane ClC1=C(OC2CC3(CNC3)C2)C=CC(=C1)F